6-hydroxy-3-(4-methylthiazol-5-yl)-2,3-dihydro-1H-inden-1-one OC1=CC=C2C(CC(C2=C1)=O)C1=C(N=CS1)C